ClC1=C2C(=NC=3N(C2=CC=C1F)C(=NN3)C)N3CCCC1=C(C=CC=C31)C#CC3(CC3)C 6-chloro-7-fluoro-1-methyl-5-[5-[2-(1-methylcyclopropyl)ethynyl]-3,4-dihydro-2H-quinolin-1-yl]-[1,2,4]triazolo[4,3-a]quinazoline